ferrocenyl ethyl ketone hydrazone C(C)C([C-]1C=CC=C1)=NN.[CH-]1C=CC=C1.[Fe+2]